C(CCCCCCCCCCCCCCCCC)(=O)OCC(COC(CCCCCCCCCCCCCCCCC)=O)(CO)CO mono-pentaerythritol distearate